FC(C1(CC1)C1=NNC(=C1)C(=O)OC)F Methyl 3-(1-(difluoromethyl)cyclopropyl)-1H-pyrazole-5-carboxylate